trifluoro ethylene sulfide FC1C(F)(F)S1